tert-butyl 4-{[(benzyloxy)carbonyl]({[methyl({[6-(trifluoromethoxy)-1,3-benzothiazol-2-yl]carbamoyl}methyl)carbamoyl]methyl}) amino}-4-methylpiperidine-1-carboxylate C(C1=CC=CC=C1)OC(=O)N(C1(CCN(CC1)C(=O)OC(C)(C)C)C)CC(N(CC(NC=1SC2=C(N1)C=CC(=C2)OC(F)(F)F)=O)C)=O